C(C=C)(=O)N1[C@H](CN(C[C@H]1C)C1=NC(N2C3=C(C(=C(C=C13)C(F)(F)F)C1=CC=C(C=C1)F)SC[C@H](C2)C2=CSC=C2)=O)C (S)-8-((3S,5R)-4-propenoyl-3,5-dimethylpiperazin-1-yl)-11-(4-fluorophenyl)-3-(thiophen-3-yl)-10-(trifluoromethyl)-3,4-dihydro-[1,4]thiazepino[2,3,4-ij]quinazolin-6(2H)-one